FC1=C(C=CC(=C1)F)C1=NC(=CN2C1=NC(=C(C2=O)F)C)C2C[C@@H](O[C@H](C2)C=2C=NN(C2)C)C 9-(2,4-difluorophenyl)-3-fluoro-2-methyl-7-((2S,6R)-2-methyl-6-(1-methyl-1H-pyrazol-4-yl)tetrahydro-2H-pyran-4-yl)-4H-pyrazino[1,2-a]pyrimidin-4-one